ClC=1C=C(C(=O)N2CC=3C(=NN4C3C(CCCC4)=O)CC2)C=CC1Cl 2-(3,4-Dichlorobenzoyl)-1,2,3,4,7,8,9,10-octahydro-11H-pyrido[4',3':3,4]pyrazolo[1,5-a]azepin-11-one